4-(4-((4-(ethylamino)-3-(trifluoromethyl)-1H-pyrrolo[2,3-b]pyridin-6-yl)amino)-3-methoxyphenyl)-1-(tetrahydro-2H-pyran-4-yl)-1,4-azaphosphinane 4-oxide C(C)NC1=C2C(=NC(=C1)NC1=C(C=C(C=C1)P1(CCN(CC1)C1CCOCC1)=O)OC)NC=C2C(F)(F)F